O=C1NCCCC[C@@H]1NCC=1SC=CC1C(=O)OC methyl (S)-2-(((2-oxoazepan-3-yl)amino)methyl)thiophene-3-carboxylate